(2S,5S)-1-(bis(4-fluorophenyl)methyl)-2,5-dimethylpiperazine FC1=CC=C(C=C1)C(N1[C@H](CN[C@H](C1)C)C)C1=CC=C(C=C1)F